methyl 4-(1,4-dioxaspiro[4.5]dec-7-en-8-yl)-2-methyl-indazole-7-carboxylate O1CCOC12CC=C(CC2)C=2C1=CN(N=C1C(=CC2)C(=O)OC)C